FC1=C(C2=C(COC(OC2)C=2N=C(SC2)C2CCN(CC2)C(CC2=C(C=CC(=C2)C)C)=O)C=C1)OS(=O)(=O)C 4-[4-(7-fluoro-6-methylsulfonyloxy-1,5-dihydro-3H-2,4-benzodioxepin-3-yl)-2-thiazolyl]-1-[2-(2,5-dimethylphenyl)acetyl]piperidine